3-hydroxy-2-methyl-2-({2-methyl-5-[(6-methylpyridin-3-yl)methoxy]-2H-indazol-3-yl}formamido)propanamide OCC(C(=O)N)(NC(=O)C=1N(N=C2C=CC(=CC12)OCC=1C=NC(=CC1)C)C)C